N-[(S)-1-(3,5-dimethoxyphenyl)ethyl]-4-{(R)-1,7-diaza-7-spiro[4.4]nonyl}-8-cyclopropyl-6-methyl-1,7-diaza-3-naphthamide COC=1C=C(C=C(C1)OC)[C@H](C)NC(=O)C=1C=NC2=C(N=C(C=C2C1N1C[C@@]2(CCCN2)CC1)C)C1CC1